tert-butyl cyclopropyl(1-(8-((8-fluoro-2-methylimidazo[1,2-a]pyridin-6-yl)carbamoyl)quinoxalin-5-yl)piperidin-4-yl)carbamate C1(CC1)N(C(OC(C)(C)C)=O)C1CCN(CC1)C1=C2N=CC=NC2=C(C=C1)C(NC=1C=C(C=2N(C1)C=C(N2)C)F)=O